C(C)C1=NC(=NO1)C=1C=C2CC[C@H](C2=CC1)NC(=O)C=1C=NN(C1)C1CNC1 (R)-3-(4-((5-(5-Ethyl-1,2,4-oxadiazol-3-yl)-2,3-dihydro-1H-inden-1-yl)carbamoyl)-1H-pyrazol-1-yl)azetidin